C(CCCCCCCC)N(CCN(CC(=O)N1CCC(CC1)CCN(CC(COC(CCCCC)=O)C)CCCCCCCCC)CCCCCCCCC)CCCCCCCCC 3-((2-(1-(N-(2-(Dinonylamino)ethyl)-N-nonylglycyl)piperidin-4-yl)ethyl)(nonyl)amino)-2-methylpropylhexanoate